BrC1=CC=C(C=2C3=CC=CC=C3C(C12)(C)C)Br 1,4-dibromo-9,9-dimethyl-9H-fluorene